(7R,7aS)-7-[tert-butyl(dimethyl)silyl]oxy-5,6,7,7a-tetrahydropyrrolo[1,2-c]oxazole-1,3-dione [Si](C)(C)(C(C)(C)C)O[C@@H]1CCN2C(OC([C@@H]21)=O)=O